3-(2-chloro-3-phenylanilino)isothiazolo[4,5-b]pyridine ClC1=C(NC2=NSC=3C2=NC=CC3)C=CC=C1C1=CC=CC=C1